C1(CC1)C1=NC2=CC=CC(=C2C(N1C1C(NC(CC1)=O)=O)=O)NCC=1C=C(CN2CCN(CC2)C2=C(C=C(C#N)C=C2)F)C=CC1 4-(4-(3-(((2-cyclopropyl-3-(2,6-dioxopiperidin-3-yl)-4-oxo-3,4-dihydroquinazolin-5-yl)amino)methyl)benzyl)piperazin-1-yl)-3-fluorobenzonitrile